tert-butyl N-{2-[4-(5-cyclopropyl-1-{[2-(trimethylsilyl)ethoxy] methyl}pyrazolo[3,4-b]pyridin-3-yl)-3,6-dihydro-2H-pyridine-1-carbonyl]-5-(trifluoromethoxy)phenyl}carbamate C1(CC1)C=1C=C2C(=NC1)N(N=C2C=2CCN(CC2)C(=O)C2=C(C=C(C=C2)OC(F)(F)F)NC(OC(C)(C)C)=O)COCC[Si](C)(C)C